E-hexadecenal C(\C=C\CCCCCCCCCCCCC)=O